NCCOCCN di-(2-aminoethyl) ether